1-palmitoyl-2-oleoyl-glycero-3-phosphocholine C(CCCCCCCCCCCCCCC)(=O)OCC(OC(CCCCCCC\C=C/CCCCCCCC)=O)COP(=O)([O-])OCC[N+](C)(C)C